(Z)-2-(2-chloro-2-thienylvinyl)-1,3-dithiane ClC1(SC=CC1)\C=C/C1SCCCS1